7-(4-Chloro-2-fluorophenylethoxy)-1,2,3,4-tetrahydroisoquinoline ClC1=CC(=C(C=C1)CCOC1=CC=C2CCNCC2=C1)F